isopropylphenyl sulfoxide C(C)(C)S(=O)C1=CC=CC=C1